ClC1=C(C(=CC=C1)Cl)N1N=C(C(=C1)NC1=CC=C(C=C1)C1=CN=CN1C)C(=O)N 1-(2,6-dichlorophenyl)-4-((4-(1-methyl-1H-imidazol-5-yl)phenyl)amino)-1H-pyrazole-3-carboxamide